ClC=1C=CC(=C(C1)C1=C2C(=NC=C1)C(=CS2)C(=O)OC(C)(C)C)O tert-butyl 7-(5-chloro-2-hydroxyphenyl)thieno[3,2-b]pyridine-3-carboxylate